2-(6-bromopyridin-2-yl)-1-(but-3-en-1-yl)-1H-imidazole-4-carbonitrile BrC1=CC=CC(=N1)C=1N(C=C(N1)C#N)CCC=C